[N+](=O)([O-])C=1C=C(CNC2CCN(CC2)CCCOC2=C3C=CC(OC3=CC3=C2C=CO3)=O)C=CC1 4-(3-(4-((3-nitrobenzyl)amino)piperidin-1-yl)propoxy)-7H-furo[3,2-g]chromen-7-one